COC1=NC=CC(=C1C1=CN(C2=NC(=CC=C21)NC(OC(C)(C)C)=O)COCC[Si](C)(C)C)OC tert-butyl N-[3-(2,4-dimethoxypyridin-3-yl)-1-[[2-(trimethylsilyl)ethoxy]methyl]pyrrolo[2,3-b]pyridin-6-yl]carbamate